1-(3-chloropyridin-2-yl)-N-[4-cyano-2-methyl-6-(methylcarbamoyl)phenyl]-3-{[5-(trifluoromethyl)-1H-tetrazol-1-yl]methyl}-1H-pyrazol-5-carboxamide ClC=1C(=NC=CC1)N1N=C(C=C1C(=O)NC1=C(C=C(C=C1C(NC)=O)C#N)C)CN1N=NN=C1C(F)(F)F